O=C1OCC(N1)COCC1=C(C(=O)OCC)C=CC(=N1)C(F)(F)F Ethyl 2-(((oxooxazolidin-4-yl)methoxy)methyl)-6-(trifluoromethyl)nicotinate